2-butyl sorbate benzoate C(C1=CC=CC=C1)(=O)O.C(\C=C\C=C\C)(=O)OC(C)CC